2,2-dimethyl-3-(3-methylenepent-4-enyl)oxirane CC1(OC1CCC(C=C)=C)C